C1(CC1)C1=NC(=NC(=C1C=1C=C2C(=CC=NC2=CC1)C)C1=CC=C(C=C1)F)N 4-cyclopropyl-6-(4-fluorophenyl)-5-(4-methylquinolin-6-yl)pyrimidin-2-amine